3-methylthio-5-hydroxypyrrolidone CSC1C(NC(C1)O)=O